methoxysuccinic acid diisobutyl ester C(C(C)C)OC(C(CC(=O)OCC(C)C)OC)=O